(7,7-diethyl-5,6,7,8-tetrahydro-naphthyridin-2-yl)Phosphonic Acid Hydrochloride Cl.C(C)C1(CCC=2C=CC(=NC2N1)P(O)(O)=O)CC